ClC1=C(C=2OCC3N(C2N=C1)CCC(C3)N3C(CCCC3)=O)C 1-(3-chloro-4-methyl-6,6a,7,8,9,10-hexahydrodipyrido[3,2-b:1',2'-d][1,4]oxazin-8-yl)-2-oxopiperidin